C=1(C(=CC=C2C3=CC=CC=C3CC12)O)O fluorenediol